tert-butyl (3R)-4-[3-({[2-(benzyloxy) ethyl] amino} methyl)-2'-ethoxy-[1,1'-biphenyl]-4-yl]-3-ethylpiperazine-1-carboxylate C(C1=CC=CC=C1)OCCNCC=1C=C(C=CC1N1[C@@H](CN(CC1)C(=O)OC(C)(C)C)CC)C1=C(C=CC=C1)OCC